CC(C)COC(=O)C1=CC=CC=C1C(=O)O The molecule is a phthalic acid monoester obtained by formal condensation of one of the carboxy groups of phthalic acid with the hydroxy group of isobutanol. It has a role as a human xenobiotic metabolite and a human urinary metabolite. It derives from an isobutanol.